ClC=1C=CC=C(C(=O)NCCCCCCCC(=O)O)C1 N-(5-chlorobenzoyl)-8-aminocaprylic acid